N-arachidoyl-valine C(CCCCCCCCCCCCCCCCCCC)(=O)N[C@@H](C(C)C)C(=O)O